4-chloro-5-(3-((2,4-dichlorophenyl)(methoxy)methyl)-5,6-dihydroimidazo[1,2-a]pyrazin-7(8H)-yl)pyridazin-3(2H)-one ClC=1C(NN=CC1N1CC=2N(CC1)C(=CN2)C(OC)C2=C(C=C(C=C2)Cl)Cl)=O